C(CCCCCCC)N octan-1-amine